(E)-2-cyano-3-(6-(piperidin-1-yl)naphthalen-2-yl)-N-((1-((3,4,5-trihydroxy-6-methoxytetrahydro-2H-pyran-2-yl)methyl)-1H-1,2,3-triazol-4-yl)methyl)acrylamide C(#N)/C(/C(=O)NCC=1N=NN(C1)CC1OC(C(C(C1O)O)O)OC)=C\C1=CC2=CC=C(C=C2C=C1)N1CCCCC1